3-methylene-5-(2-(1-(2-oxo-2-(pyrrolidin-1-yl)ethyl)-1H-pyrazol-4-yl)phenyl)dihydrofuran-2(3H)-one C=C1C(OC(C1)C1=C(C=CC=C1)C=1C=NN(C1)CC(N1CCCC1)=O)=O